FCC1=C(C(=CC(=C1)CF)CF)OB([O-])[O-] (2,4,6-trifluoromethyl (phenyl))Borate